NNC(C(=O)N)=O N'-aminooxalyldiamine